TRIPROPYLENE GLYCOL CC(COC(C)COC(C)CO)O